(2R)-2-(3-methoxy-2-methylphenyl)pyrrolidine COC=1C(=C(C=CC1)[C@@H]1NCCC1)C